tert-butyl 7-fluoro-9-(4,4,5,5-tetramethyl-1,3,2-dioxaborolan-2-yl)-1,4-dihydrobenzo[c][2,7]naphthyridine-3(2H)-carboxylate FC1=CC(=CC2=C1N=CC=1CN(CCC21)C(=O)OC(C)(C)C)B2OC(C(O2)(C)C)(C)C